trivinyl-boron C(=C)B(C=C)C=C